C1(CC1)C1=CC=C(COC2=NC=C(C=N2)B(O)O)C=C1 (2-((4-cyclopropylbenzyl)oxy)pyrimidin-5-yl)boronic acid